N=1CCN2C1C(=CC=C2)C=2C=1N(C(=NC2)NCC2=C(C=CC3=C2CCO3)F)C=NN1 8-(2,3-dihydroimidazo[1,2-a]pyridin-8-yl)-N-((5-fluoro-2,3-dihydrobenzofuran-4-yl)methyl)-[1,2,4]triazolo[4,3-c]pyrimidin-5-amine